C(C1=CC=CC=C1)C1=C(C=CC=C1Cl)O 2-benzyl-chlorophenol